(2-aminoethyl)[(3-chlorophenyl)methyl]ethylamine NCCN(CC)CC1=CC(=CC=C1)Cl